Rac-(5aR,6S,7R,8R,8aS)-5a-(4-bromophenyl)-8,8a-dihydroxy-1,3-dimethoxy-N,N-dimethyl-6-phenyl-5a,7,8,8a-tetrahydro-6H-cyclopenta[4,5]furo[3,2-c]pyridine-7-carboxamide BrC1=CC=C(C=C1)[C@]12[C@](C=3C(=NC(=CC3O1)OC)OC)([C@@H]([C@@H]([C@H]2C2=CC=CC=C2)C(=O)N(C)C)O)O |r|